3-fluoromethylpyrazole-4-carboxamide FCC1=NNC=C1C(=O)N